4-(2,5-Diazabicyclo[2.2.2]octan-2-yl)-7-(7,8-difluoro-3-hydroxynaphthalen-1-yl)-2-(((2R,7aS)-2-fluorotetrahydro-1H-pyrrolizin-7a(5H)-yl)methoxy)pyrimido[4,5-d]pyridazin-8(7H)-one C12N(CC(NC1)CC2)C2=NC(=NC=1C(N(N=CC12)C1=CC(=CC2=CC=C(C(=C12)F)F)O)=O)OC[C@]12CCCN2C[C@@H](C1)F